FC(S(=O)(=O)[O-])(F)F.O=[V+3].FC(S(=O)(=O)[O-])(F)F.FC(S(=O)(=O)[O-])(F)F Oxidovanadium Trifluoromethanesulfonate